(1r,4r)-4-((((9H-fluoren-9-yl)methoxy)carbonyl)(methyl)amino)cyclohexane-1-carboxylic acid C1=CC=CC=2C3=CC=CC=C3C(C12)COC(=O)N(C1CCC(CC1)C(=O)O)C